α-D-Glucopyranosyl-(1→6)-β-D-glucopyranosyl-(1→3)-D-glucose [C@H]1([C@H](O)[C@@H](O)[C@H](O)[C@H](O1)CO)OC[C@@H]1[C@H]([C@@H]([C@H]([C@@H](O1)O[C@H]([C@H](C=O)O)[C@H](O)[C@H](O)CO)O)O)O